2-formamido-4-chloropyridine C(=O)NC1=NC=CC(=C1)Cl